tris(3,5-heptanedione) iron [Fe].CCC(CC(CC)=O)=O.CCC(CC(CC)=O)=O.CCC(CC(CC)=O)=O